P1(OC2=C(C=C(C=C2C(C)(C)C)C(C)(C)C)CC2=C(C(=CC(=C2)C(C)(C)C)C(C)(C)C)O1)OCCCCCCCC methylenebis(4,6-di-t-butylphenyl) octyl phosphite